S(O)(O)(=O)=O.C(CCC)N1CN(C=C1)C 1-Butyl-3-methylimidazole bisulfate